CC1=C(N)C(=CC=C1)C(C)(C)C 2-methyl-6-tert-butyl-aniline